BrC1=C(C(=O)N2CC3=CC=CC(=C3CC2)[C@H](CC(=O)O)C2=CC3=C(N(N=N3)C)C(=C2)OC)C=CC(=C1)OC (R)-3-[2-(2-bromo-4-methoxybenzoyl)-1,2,3,4-tetrahydroisoquinolin-5-yl]-3-(7-methoxy-1-methyl-1H-benzo[d][1,2,3]triazol-5-yl)propionic acid